tert-butyl (R)-3-(2-fluoro-4-(4-methyl-1H-imidazol-1-yl)benzamido)-pyrrolidine-1-carboxylate FC1=C(C(=O)N[C@H]2CN(CC2)C(=O)OC(C)(C)C)C=CC(=C1)N1C=NC(=C1)C